CN(CCCC(=O)OC(CCC(C(=O)O)CCC(CCCCCCC)CCCCCCC)CCCCCCCC\C=C/C\C=C/CCCCC)C.C(CCC)NC(CCCCCCCCCCC(=O)NCC(=O)O)=O 12-butylamino-12-oxododecanoyl-glycine (12Z,15Z)-3-((4-(dimethylamino)butanoyl)oxy)henicosa-12,15-dien-1-yl-5-heptyldodecanoate